(S)-4-(2-(dimethylamino)-N-methylacetamido)-3-(4-methylphenyl)-N-((R)-1-(6-(trifluoromethyl)pyridin-3-yl)ethyl)-4,5-dihydro-1H-pyrazole-1-carboxamide CN(CC(=O)N(C)[C@@H]1C(=NN(C1)C(=O)N[C@H](C)C=1C=NC(=CC1)C(F)(F)F)C1=CC=C(C=C1)C)C